O=C(CCCOP(O)(O)=O)OCN1N=C(N=C1C=1N=C2N(C=CC=N2)C1C=1N=CN(C1)COC(CCCOP(=O)(O)O)=O)C(F)(F)F {4-oxo-4-[(5-{3-[1-({[4-(phosphonooxy)butanoyl]oxy}methyl)-1H-imidazol-4-yl]imidazo[1,2-a]pyrimidin-2-yl}-3-(trifluoromethyl)-1H-1,2,4-triazol-1-yl)methoxy]butoxy}phosphonic acid